palmitic acid 2,3-dihydroxypropan-2-yl ester OC(C)(CO)OC(CCCCCCCCCCCCCCC)=O